(1S,3S,4S)-5,5-difluoro-N-((R,Z)-4-fluoro-4-(methylsulfonyl)-1-((R)-2-oxopyrrolidin-3-yl)but-3-en-2-yl)-2-(9-hydroxy-9H-fluorene-9-carbonyl)-2-azabicyclo[2.2.2]octane-3-carboxamide FC1([C@@H]2[C@H](N([C@H](C1)CC2)C(=O)C2(C1=CC=CC=C1C=1C=CC=CC21)O)C(=O)N[C@H](C[C@@H]2C(NCC2)=O)\C=C(/S(=O)(=O)C)\F)F